2-(1-ethyl-3-methyl-1H-pyrazol-5-carboxamido)-7-methoxy-1H-benzo[d]imidazole-5-carboxylic acid C(C)N1N=C(C=C1C(=O)NC1=NC2=C(N1)C(=CC(=C2)C(=O)O)OC)C